NC1=NC=NC2=C1N=C(N=C2C)C=2C=C(C=CC2)C#C[C@@]2(C(N(CC2)C)=O)O (S)-3-((3-(8-amino-4-methylpyrimidino[5,4-d]pyrimidin-2-yl)phenyl)ethynyl)-3-hydroxy-1-methylpyrrolidin-2-one